O=CCCCCCCO[C@H]1CN(CC1)C(=O)OC(C)(C)C tert-butyl (R)-3-((7-oxoheptyl)oxy)pyrrolidine-1-carboxylate